C(C)(C)OC(=O)C=1C(=NC=NC1)NC=1C=CC=C2CCN(C12)S(=O)(=O)C 4-((1-(methylsulfonyl)indolin-7-yl)amino)pyrimidine-5-carboxylic acid isopropyl ester